(2R,4S)-N-((S)-1-(((6-amino-2-methylpyridin-3-yl)methyl)amino)-1-oxopropan-2-yl)-4-(3-((3-chloropropyl)carbamoyl)benzyl)pyrrolidine-2-carboxamide di-trifluoroacetate salt FC(C(=O)O)(F)F.FC(C(=O)O)(F)F.NC1=CC=C(C(=N1)C)CNC([C@H](C)NC(=O)[C@@H]1NC[C@H](C1)CC1=CC(=CC=C1)C(NCCCCl)=O)=O